(10-Aminodecanoylamino)-N-(4,5-dimethylthiazol-2-yl)benzamide NCCCCCCCCCC(=O)NC1=C(C(=O)NC=2SC(=C(N2)C)C)C=CC=C1